(S)-7-amino-3-(1-(but-2-ynoyl)piperidin-3-yl)-1-(4-phenoxyphenyl)-1,5-dihydro-4H-pyrrolo[2,3-d]pyridazin-4-one NC1=NNC(C2=C1N(C=C2[C@H]2CN(CCC2)C(C#CC)=O)C2=CC=C(C=C2)OC2=CC=CC=C2)=O